FC1=C(C=CC(=C1)C)C(CC)=O 1-(2-fluoro-4-methylphenyl)-1-propanone